N12C=3NN=NC3C=CCC2=CC=C1 TETRAZATRICYCLO[8.3.0.02,6]TRIDECA-2(6),4,7,10,12-PENTAEN